C1CNC(=O)N1 ethyleneurea